3-methyl-3H-pyrazolo[4,3-f]quinoline CN1N=CC2=C3C=CC=NC3=CC=C21